O=C1N(CCC(N1)=O)C1=CC(=C(C=C1)N1CCN(CC1)C(=O)OC(C)(C)C)OS(=O)(=O)F tert-butyl 4-[4-(2,4-dioxohexahydropyrimidin-1-yl)-2-fluorosulfonyloxy-phenyl]piperazine-1-carboxylate